propane-1,1-d2-ol C(CC)(O)([2H])[2H]